isopropyl 4-bromo-1-(tert-butyl)-1H-1,2,3-triazole-5-carboxylate BrC=1N=NN(C1C(=O)OC(C)C)C(C)(C)C